CN1CCN(CC1)C[C@@]1([C@@H](C1)C1=CC=CC=C1)N trans-1-[(4-methylpiperazin-1-yl)methyl]-2-phenyl-cyclopropanamine